FC1=C(C(=CC=C1)F)N1C(C=CC2=C1N=C(N=C2C2=C(C=C(C=C2)F)C)NC(CO)CO)=O 8-(2,6-Difluorophenyl)-2-((1,3-dihydroxypropan-2-yl)amino)-4-(4-fluoro-2-methylphenyl)pyrido[2,3-d]pyrimidin-7(8H)-one